1-methyl-1H-pyrazol-4-yl-1,3-dihydrofuran CN1N=CC(=C1)C1OC=CC1